CC(C[C@H](N)C(=O)[O-])C(=O)[O-] γ-methyl-L-glutamate